BrC1=CC2=C(OC3(CC3)C(N2)=O)N=C1 7-bromospiro[1H-pyrido[2,3-b][1,4]oxazine-3,1'-cyclopropane]-2-one